BrC1=CC=C(C=C1)C(C1=CNC2=NC=C(C=C21)OC)C2=CNC1=NC=C(C=C12)OC 3,3'-((4-bromophenyl)methylene)bis(5-methoxy-1H-pyrrolo[2,3-b]pyridine)